N-[4-amino-1-(2-trimethylsilylethoxymethyl)pyrazolo[4,3-c]pyridin-7-yl]-N'-(o-tolylmethyl)-N'-(2-pyridylmethyl)oxamide NC1=NC=C(C2=C1C=NN2COCC[Si](C)(C)C)NC(=O)C(=O)N(CC2=NC=CC=C2)CC2=C(C=CC=C2)C